C(#N)C=1C=NN2C1C(=CC(=C2)OCC)C=2C=CC(=NC2)N2[C@@H]1CC3CC(C[C@@H]2C3)(C1)C(=O)NC=1C=NC(=CC1)OC (1R,3S,5s,7s)-2-(5-(3-cyano-6-ethoxypyrazolo[1,5-a]pyridin-4-yl)pyridin-2-yl)-N-(6-methoxypyridin-3-yl)-2-azaadamantane-5-carboxamide